ethyl-4-(2-{11-[(dimethylamino)methyl]icosyl}cyclopropyl)butanoate C(C)OC(CCCC1C(C1)CCCCCCCCCCC(CCCCCCCCC)CN(C)C)=O